N-(4-(6-((2S,6R)-2,6-dimethylmorpholino)pyridin-2-yl)thiazol-2-yl)pyrrolidine-2-carboxamide hydrochloride Cl.C[C@@H]1O[C@@H](CN(C1)C1=CC=CC(=N1)C=1N=C(SC1)NC(=O)C1NCCC1)C